CC1=NOC2=C1C=CC(=C2)NC(=O)C=2C=C(C=CC2)N2N=C(C=C2OCC2=CC=C(C(=O)OC(C)(C)C)C=C2)C(F)(F)F tert-Butyl 4-[[2-[3-[(3-Methyl-1,2-benzoxazol-6-yl)carbamoyl]phenyl]-5-(trifluoromethyl)pyrazol-3-yl]oxymethyl]benzoate